2-methyl-N-[(1S)-1-[3-(2-cyclopropyl-4-pyridinyl)-1,2,4-thiadiazol-5-yl]ethyl]-5-(trifluoromethyl)pyrazole-3-carboxamide CN1N=C(C=C1C(=O)N[C@@H](C)C1=NC(=NS1)C1=CC(=NC=C1)C1CC1)C(F)(F)F